NC1=NC=C(C2=C1C=NN2)NC(=O)C(=O)N(CC2=C(C=C(C=C2)C(C(F)(F)F)(F)F)F)CC N-(4-Amino-1H-pyrazolo[4,3-c]pyridin-7-yl)-N'-ethyl-N'-[[2-fluoro-4-(1,1,2,2,2-pentafluoroethyl)phenyl]methyl]oxamide